BrC1=CC(=C(CC2NC(=NOC2)C=2N=C(N=NC2OC2=C(C(=CC=C2)Cl)F)C)C=C1)C 5-(4-bromo-2-methylbenzyl)-3-[6-(3-chloro-2-fluorophenoxy)-3-methyl-1,2,4-triazin-5-yl]-5,6-dihydro-4H-1,2,4-oxadiazine